FC1=NC(=CC(=C1)NC1=CC=C(C(=N1)C(=O)N)OC)F 6-[(2,6-difluoro-4-pyridyl)amino]-3-methoxy-pyridine-2-carboxamide